[C@H]12[C@H](C[C@H](CC1)C2)N2C(C=CC1=C2N=C(N=C1)NC1CCNCC1)=O |r| Rac-8-((1S,2S,4R)-bicyclo[2.2.1]heptan-2-yl)-2-(piperidin-4-ylamino)pyrido[2,3-d]pyrimidin-7(8H)-one